C(C)O/C=C/C1=CC(=C(N(CC2=CC=C(C=C2)OC)CC2=CC=C(C=C2)OC)C=C1OC)F (E)-4-(2-ethoxyvinyl)-2-fluoro-5-methoxy-N,N-bis(4-methoxybenzyl)aniline